OC1(C(CCC(C1)C)C(C)C)C(=O)NC[C@H](C1=CC(=CC=C1)O)O 1-hydroxy-N-((2S)-hydroxy-2-(3-hydroxyphenyl)ethyl)-2-isopropyl-5-methylcyclohexane-1-carboxamide